3-toluidine NC1=CC(=CC=C1)C